1-(4-fluorobenzyl)propane-1,3-diamine FC1=CC=C(CC(CCN)N)C=C1